9-diethylamino-2-(prop-2-ynyloxy)-5H-benzo[a]phenoxazine-5-one C(C)N(C=1C=C2OC3=CC(C4=C(C3=NC2=CC1)C=C(C=C4)OCC#C)=O)CC